SCCCCO 4-mercapto-1-butanol